OC1=C(C(=CC(=C1)C(F)(F)F)C)C1=CC=C(N=N1)NC[C@@](CO)(O)C (S)-3-((6-(2-Hydroxy-6-methyl-4-(trifluoromethyl)phenyl)pyridazin-3-yl)amino)-2-methyl-propane-1,2-diol